C(C)(=O)NC1=NN2C(C=C(C=C2)C=2C=C(C(=NC2)C)NC(=O)N2OCC[C@H]2C2=CC=CC=C2)=N1 (S)-N-(5-(2-acetamido-[1,2,4]triazolo[1,5-a]pyridin-7-yl)-2-methylpyridin-3-yl)-3-phenylisooxazolidine-2-carboxamide